(((1H-1,2,4-triazol-3-yl)amino)methyl)-6-(4-methoxyphenyl)-2,3-diphenylpyrazolo[1,5-a]pyrimidin-7(4H)-one N1N=C(N=C1)NCN1C=2N(C(C(=C1)C1=CC=C(C=C1)OC)=O)N=C(C2C2=CC=CC=C2)C2=CC=CC=C2